2,3-dimethylchlorosuccinyl chloride CC(C(=O)Cl)(C(C(=O)Cl)C)Cl